Ethylen-Bis-Stearamid C(CCCCCCCCCCCCCCCCCCC(=O)N)CCCCCCCCCCCCCCCCCC(=O)N